F[C@H](C1(COC1)C=1C=C(C=CC1)N1C(C2=CC(=CC(=C2C1)C(F)(F)F)CN1C[C@@H](NCC1)C(C)C)=O)C1=NN=CN1C 2-(3-(3-((R)-fluoro(4-methyl-4H-1,2,4-triazol-3-yl)methyl)oxetan-3-yl)phenyl)-6-(((S)-3-isopropylpiperazin-1-yl)methyl)-4-(trifluoromethyl)isoindolin-1-one